2-amino-N-((2S)-1-cyclopropyl-2-propanyl)-3-methyl-N-((5-(trifluoromethyl)-2-pyridinyl)methyl)-6-quinolinecarboxamide NC1=NC2=CC=C(C=C2C=C1C)C(=O)N(CC1=NC=C(C=C1)C(F)(F)F)[C@H](CC1CC1)C